C(C)(C)(C)OC(=O)N1C[C@@H](CC1)N1[N+](=C2C=CC=CC2=C1)C 2-((R)-1-(tert-butoxycarbonyl)-pyrrolidin-3-yl)-1-methyl-2H-indazol-1-ium